dimethyl-1,7-diaminoheptane CC(CCCN)(CCCN)C